Cl.C1(=CC=CC=C1)CCCOCCCC1=CC=C(C=C1)NC(=O)N1CCNCC1 N-(4-(3-(3-phenylpropoxy)propyl)phenyl)piperazine-1-carboxamide hydrochloride